[SH-].[Sr+2].[SH-] Strontium hydrosulfid